3-[4-amino-5-(trifluoromethyl)pyrrolo[2,1-f][1,2,4]triazin-7-yl]-4-fluoro-N-[(3R,4S)-4-fluoro-1-(4-fluorobenzoyl)pyrrolidin-3-yl]benzamide NC1=NC=NN2C1=C(C=C2C=2C=C(C(=O)N[C@@H]1CN(C[C@@H]1F)C(C1=CC=C(C=C1)F)=O)C=CC2F)C(F)(F)F